(S)-6-(1-methyl-1H-pyrazol-4-yl)-N-(2-methyl-5-(2-(1-propylpyrrolidin-2-yl)acetamido)pyridin-3-yl)pyrazolo[1,5-a]pyrazine-3-carboxamide CN1N=CC(=C1)C=1N=CC=2N(C1)N=CC2C(=O)NC=2C(=NC=C(C2)NC(C[C@H]2N(CCC2)CCC)=O)C